NC=1C(=C(C=C2C=C(N=CC12)NC1=NN2CC(NCCC2=C1)=O)C=1C=NC=C(C1C)N1N=CC=C1)F 2-((8-amino-7-fluoro-6-(4-methyl-5-(1H-pyrazol-1-yl)pyridin-3-yl)isoquinolin-3-yl)amino)-5,6-dihydro-4H-pyrazolo[1,5-d][1,4]diazepin-7(8H)-one